4-chlorobenzyl (1-(2-cyanopyrimidin-4-yl)cyclohexyl)carbamate C(#N)C1=NC=CC(=N1)C1(CCCCC1)NC(OCC1=CC=C(C=C1)Cl)=O